ClC1=CC=C(C(=N1)C(=O)N)O[C@H](C)C=1C=C(C=C2C(C(=C(OC12)C=1C=NN2C1OCC2(C)C)C)=O)C 6-Chloro-3-[(1R)-1-[2-(3,3-dimethyl-2H-pyrazolo[5,1-b]oxazol-7-yl)-3,6-dimethyl-4-oxo-chromen-8-yl]ethoxy]pyridine-2-carboxamide